BrCCC(CN)=O 4-bromo-1-aminobutan-2-one